CC(C=CC(=O)N[C@@H](CC(C)C)C(=O)OCC)C Ethyl (4-methylpent-2-enoyl)-L-leucinate